C(C)(C)(C)OC(=O)N(NC1=CC=C(C=C1)[C@@H]1CC(OCC1)(C)C)C (S)-2-(4-(2,2-dimethyltetrahydro-2H-pyran-4-yl)phenyl)-1-methylhydrazine-1-carboxylic acid tert-butyl ester